OC1=C(C(C(=C(C1=O)O)O)=O)O Tetrahydroxy-1,4-benzoquinone